FC(C(=O)[O-])(F)F.NC(=O)C1=CC=CC2=CN(N=C12)C1C[NH+](CCC1)C 3-[7-(aminocarbonyl)-2H-indazol-2-yl]-1-methylpiperidinium trifluoroacetate